(2,6-dichlorobenzyl)ethane ClC1=C(CCC)C(=CC=C1)Cl